9-[4-(9-phenylcarbazol-3-yl)phenyl]-10-phenylanthracene C1(=CC=CC=C1)N1C2=CC=CC=C2C=2C=C(C=CC12)C1=CC=C(C=C1)C=1C2=CC=CC=C2C(=C2C=CC=CC12)C1=CC=CC=C1